tert-butyl 8,10-dioxo-9-(phenyl-$l^{3}-iodanylidene)-3-azaspiro[5.5]undecane-3-carboxylate O=C1CC2(CCN(CC2)C(=O)OC(C)(C)C)CC(C1=IC1=CC=CC=C1)=O